N1(N=CC=C1)CCCCNC(=O)C1=NOC(=C1)C=1OC=CC1 N-(4-(1H-pyrazol-1-yl)butyl)-5-(furan-2-yl)isoxazole-3-carboxamide